O1CCN(CC1)C=1C2=C(N=C(N1)N1N=CC(=C1)C=1C=C(C=CC1)C)C=C(O2)C2=NC=NC=C2 4-morpholino-6-(pyrimidin-4-yl)-2-(4-(m-tolyl)-1H-pyrazol-1-yl)furo[3,2-d]pyrimidine